2-[(1-aza-2-methyl-3-oxobut-1-enyl)methylamino]ethyl acetate C(C)(=O)OCCN(C)N=C(C(C)=O)C